C(C)OC([C@@H](NC(\C=C\C1=CC(O)=C(OC)C=C1)=O)CCSC)=O isoferuloyl-L-methionine ethyl ester